C(C)[C@H]1N(CCCNC1)S(=O)(=O)C1=C(C=CC=C1)[N+](=O)[O-] (R)-2-Ethyl-1-(2-nitrophenylsulfonyl)-1,4-diazepane